(3S,11aR)-N-[(2,4-Difluorophenyl)methyl]-6-hydroxy-3-methyl-5,7-dioxo-2,3,5,7,11,11a-hexahydro-[1,3]oxazolo-[3,2-a]pyrido[1,2-d]pyrazine-8-carboxamide FC1=C(C=CC(=C1)F)CNC(=O)C=1C(C(=C2N(C[C@@H]3N(C2=O)[C@H](CO3)C)C1)O)=O